C[Si](OC#CC(C)C)(OC#CC(C)C)OC#CC(C)C methyl-tris(methyl-butynyloxy)silane